e-β-farnesene CCC(=C)CC\C=C(/C)\CCC=C(C)C